ClC=1C(=NC=NC1O)C(=O)OCC ethyl 5-chloro-6-hydroxy-pyrimidine-4-carboxylate